(2S,4R)-4-((Benzyloxy)methyl)-N-(3-chloro-4-fluorophenyl)-N-methyl-1-(6-methyl-4-(trifluoromethyl)pyridin-2-yl)-5-oxopyrrolidin-2-carboxamid C(C1=CC=CC=C1)OC[C@H]1C[C@H](N(C1=O)C1=NC(=CC(=C1)C(F)(F)F)C)C(=O)N(C)C1=CC(=C(C=C1)F)Cl